ClC=1C=CC=C2C=C(NC12)C(=O)N[C@H](C(=O)OC)C[Si](C)(C)C Methyl (R)-2-(7-chloro-1H-indole-2-carboxamido)-3-(trimethylsilyl)propanoate